C(C=C)(=O)OC(CCCCC)OC(C=C)=O (hexanediol) diacrylate